2-((4-nitrophenyl)thio)pyrimidin-4-amine [N+](=O)([O-])C1=CC=C(C=C1)SC1=NC=CC(=N1)N